potassium glycine salt NCC(=O)[O-].[K+]